methyl (S)-3-(8-bromo-6-(2-chlorophenyl)-1-((cyclopropylmethyl)thio)-4H-benzo[f][1,2,4]triazolo[4,3-a][1,4]diazepin-4-yl)propionate BrC=1C=CC2=C(C(=N[C@H](C=3N2C(=NN3)SCC3CC3)CCC(=O)OC)C3=C(C=CC=C3)Cl)C1